octadecane-7,7-diol CCCCCCC(CCCCCCCCCCC)(O)O